[4-(2-aminoethylamino)-4-oxo-butyl]-4-[[(3R,4R)-1-(2-cyanoacetyl)-4-methyl-3-piperidinyl]-methyl-amino]pyrrolo[2,3-d]pyrimidine-7-carboxamide hydrochloride Cl.NCCNC(CCCC=1N=C(C2=C(N1)N(C=C2)C(=O)N)N(C)[C@H]2CN(CC[C@H]2C)C(CC#N)=O)=O